N1=CC=C(C=C1)[C@H](C)NC(=O)C1=NC=NC(=C1)C1=CC(=CC=C1)Cl 6-(3-Chloro-phenyl)-pyrimidine-4-carboxylic acid ((S)-1-pyridin-4-yl-ethyl)-amide